(1R,4r)-4-(5-cyano-4-((1R,3S)-3-hydroxy-3-methylcyclohexylamino)-pyrimidin-2-ylamino)-N,N-dimethylcyclohexanecarboxamide C(#N)C=1C(=NC(=NC1)NC1CCC(CC1)C(=O)N(C)C)N[C@H]1C[C@@](CCC1)(C)O